BrC1=CC2=C(C=3N(CCC2NC2=CC=C(C=C2)F)N=NC3C)C=C1 9-bromo-N-(4-fluorophenyl)-1-methyl-6,7-dihydro-5H-benzo[c][1,2,3]triazolo[1,5-a]azepin-7-amine